1-(3-chloro-2-fluorobenzyl)-4-((6-cyclobutyl-5-fluoro-2-((5-meth-yl-1H-pyrazol-3-yl)amino)pyrimidin-4-yl)methyl)piperidine ClC=1C(=C(CN2CCC(CC2)CC2=NC(=NC(=C2F)C2CCC2)NC2=NNC(=C2)C)C=CC1)F